N[C@H]1CN(CCC1)C(=O)C=1C=C(C=2N(C1)N=C(C2C)C2=CC=1C(=NC(=CC1)C=1C(=C(C=CC1)O)C)N2CC2CC2)F 3-(2-{6-[(3R)-3-Aminopiperidine-1-carbonyl]-4-fluoro-3-methylpyrazolo[1,5-a]pyridin-2-yl}-1-(cyclopropylmethyl)-1H-pyrrolo[2,3-b]pyridin-6-yl)-2-methylphenol